4,5-Dimethylbenzimidazolone CC1=C(C2=NC(=O)N=C2C=C1)C